O1CC(C1)C1=CC=C(C=C1)NC(C(F)(F)F)=O (4-(oxetan-3-yl)phenyl)trifluoroacetamide